FC1=C(C=C2CN(C(C2=C1)=O)C1C(NC(CC1)=O)=O)C1CCN(CC1)CCCCCCCC1=CC(=CC=C1)C1=NC=2N(C(=C1)N1CCN(CC1)CCO)N=C(C2C2=CC=CC=C2)C 3-(6-fluoro-5-(1-(7-(3-(7-(4-(2-hydroxyethyl)piperazin-1-yl)-2-methyl-3-phenylpyrazolo[1,5-a]pyrimidin-5-yl)phenyl)heptyl)piperidin-4-yl)-1-oxoisoindolin-2-yl)piperidine-2,6-dione